(S)-2-(2,6-dichlorobenzoylamino)-3-(5-((dimethylcarbamoyl)oxy)quinolin-8-yl)propionic acid ClC1=C(C(=O)N[C@H](C(=O)O)CC=2C=CC(=C3C=CC=NC23)OC(N(C)C)=O)C(=CC=C1)Cl